CN(CCNC1=C2C(=NC(=N1)C1=CC=C(C=C1)NS(=O)(=O)C1=NC=CC(=C1)C(F)(F)F)NN=C2C)C N-(4-(4-((2-(dimethylamino)ethyl)amino)-3-methyl-1H-pyrazolo[3,4-d]pyrimidin-6-yl)phenyl)-4-(trifluoromethyl)pyridine-2-sulfonamide